[Al].C(C(=C)C)(=O)O methacrylic acid aluminum